C1=C(C=CC2=CC=CC=C12)C=1N=C(NC1)CC=1SC=CC1 4-(2-Naphthyl)-2-(2-thienylmethyl)imidazole